O=C1NC=CC2=C(C=CC=C12)N1N=CC(=C1C(F)(F)F)C(=O)NC=1C=NC(=C(C1)C(F)(F)F)C1COCC1 1-(1-oxo-1,2-dihydroisoquinolin-5-yl)-N-(6-(tetrahydrofuran-3-yl)-5-(trifluoromethyl)pyridin-3-yl)-5-trifluoromethyl-1H-pyrazole-4-carboxamide